C(CCC)C(C(=O)O)CCCC Dibutylacetic acid